N1(C=NC=C1)C=1C=C(CN(CCC2=CC=C(C=C2)NC(=O)C2=C(C=C(C(=C2)OC)OC)NC(=O)C=2OC3=CC=CC=C3C(C2)=O)CC=2C=CC=3N(C4=CC=CC=C4C3C2)C)C=CC1 N-(2-((4-(2-((3-(1H-Imidazol-1-yl)benzyl)((9-methyl-9H-carbazol-3-yl)methyl)amino)ethyl)phenyl)carbamoyl)-4,5-dimethoxyphenyl)-4-oxo-4H-chromene-2-carboxamide